NCC=1C=CC(NC1)=O 5-aminomethyl-1H-pyridine-2-one